CC1(CCN(CC1)C=1OC2=C(C=C(C=C2C(C1)=O)C)C(C)NC1=C(C(=O)NOC)C=CC=C1)C 2-((1-(2-(4,4-dimethylpiperidin-1-yl)-6-methyl-4-oxo-4H-chromen-8-yl)ethyl)amino)-N-methoxybenzamide